FC=1C=C(C=CC1OC)C1=C(C=NN1C([2H])([2H])[2H])C=1C=C2CN(C(C2=CC1)=O)C1C(NC(CC1)=O)=O 3-(5-(5-(3-fluoro-4-methoxyphenyl)-1-(methyl-d3)-1H-pyrazol-4-yl)-1-oxoisoindolin-2-yl)piperidine-2,6-dione